2,3,4,5-Tetramethyl-1,4-phenylenediisocyanate CC1=C(C=C(C(C1C)(C)N=C=O)C)N=C=O